ClC1=CC=C2C(=CC(=NC2=C1Cl)N1[C@@H](CCC1)COCCC(=O)O)N1C=NC(=C1)C (S)-3-((1-(7,8-dichloro-4-(4-methyl-1H-imidazol-1-yl)quinolin-2-yl)pyrrolidin-2-yl)methoxy)propionic acid